(E)-N-((1,2,3,5,6,7-hexahydro-s-indacen-4-yl)carbamoyl)-3-((tetrahydro-2H-thiopyran-4-yl)amino)prop-1-ene-1-sulfonamide C1CCC2=C(C=3CCCC3C=C12)NC(=O)NS(=O)(=O)\C=C\CNC1CCSCC1